ClC=1C=C(C(=NC1)C1=CC=C(C=C1)C1CN(C1)C(=O)N1C[C@H](CC1)C(=O)N)S(=O)(=O)C (3S)-1-[3-[4-(5-Chloro-3-methylsulfonyl-2-pyridyl)phenyl]azetidine-1-carbonyl]pyrrolidine-3-carboxamide